(3E)-6-(heptyloxymethoxy)-3-hexenyllithium C(CCCCCC)OCOCC/C=C/CC[Li]